(propane-2-sulfonylamino)-benzamide CC(C)S(=O)(=O)NC1=C(C(=O)N)C=CC=C1